1-(5-fluoro-2-((4-methoxybenzyl)oxy)phenyl)ethylamine FC=1C=CC(=C(C1)C(C)N)OCC1=CC=C(C=C1)OC